C(#C)[C@H]1CN(CCO1)S(=O)(=O)C1=CC=C(C)C=C1 (2S)-2-ethynyl-4-(p-toluenesulfonyl)morpholine